[Tb].[Gd].[Eu] europium gadolinium terbium